C(=O)N(CCN(C)C=O)C N,N'-diformyl-N,N'-dimethyl-ethylenediamine